(E)-6-(3-ethoxy-3-oxoprop-1-en-1-yl)-2-methoxynicotinic acid methyl ester COC(C1=C(N=C(C=C1)\C=C\C(=O)OCC)OC)=O